methyl 2-cyano-4-(oxiran-2-ylmethyl)benzoate C(#N)C1=C(C(=O)OC)C=CC(=C1)CC1OC1